C(C1=CC=CC=C1)P(O)(O)(O)CC1=CC=CC=C1.P(OCC1=CC=CC=C1)(OCC1=CC=CC=C1)O Dibenzyl phosphite (Dibenzyl phosphite)